ClC=1C=C(CN2C3=CC=CC=C3C=3C=C(N=C(C23)C)\C=N\NC=2C(N=C3C=CC=CC23)=O)C=CC1 3-(((E)-(9-(3-chlorobenzyl)-1-methyl-beta-carbolin-3-yl)methylene)hydrazino)indol-2-one